C1(CCCCC1)CN1CCC2(C(CN(C2)CCN2CCOCC2)C(=O)OC)CC1 methyl 8-(cyclohexylmethyl)-2-(2-morpholinoethyl)-2,8-diazaspiro[4.5]decane-4-carboxylate